NC=1C=C(C(=NC1)Cl)SC1=CN=C(C(N1)=O)N1CCC(CC1)(C)CN 6-((5-Amino-2-chloropyridin-3-yl)thio)-3-(4-(aminomethyl)-4-methylpiperidin-1-yl)pyrazin-2(1H)-on